1-(2-deoxy-2-fluoro-β-d-arabinofuranosyl)-5-chlorouracil F[C@@H]1[C@@H](O[C@@H]([C@H]1O)CO)N1C(=O)NC(=O)C(=C1)Cl